O=C1NC(CCC1N1C(N(C2=C1C=CC(=C2)CCCOCC=O)C)=O)=O 2-[3-[1-(2,6-dioxopiperidin-3-yl)-3-methyl-2-oxo-2,3-dihydro-1H-1,3-benzodiazol-5-yl]propoxy]acetaldehyde